2-chloro-4-(4,4-difluoropiperidin-1-yl)-6,7-dimethylpteridine ClC1=NC2=NC(=C(N=C2C(=N1)N1CCC(CC1)(F)F)C)C